C(C)(C)(C)[Si](C=1N(C2=CC=C[N+](=C2C1)C)C)(F)C(C)(C)C 2-[di(tert-butyl)(fluoro)silyl]-1,4-dimethyl-1H-1,4-diazainden-4-ium